(S)-N-(amino(4-(2-hydroxypropan-2-yl)thiophen-2-yl)(oxo)-λ6-sulfaneylidene)-2-(4,6-diisopropyl-1,3-dihydroisobenzofuran-5-yl)acetamide N[S@@](=NC(CC=1C(=C2COCC2=CC1C(C)C)C(C)C)=O)(=O)C=1SC=C(C1)C(C)(C)O